1,1,1,3,3,3-hexafluoro-2-(2'-methyl-4'-((5-(pyridin-4-ylmethyl)-2,5-diazabicyclo[2.2.2]octan-2-yl)methyl)-[1,1'-biphenyl]-4-yl)propan-2-ol FC(C(C(F)(F)F)(O)C1=CC=C(C=C1)C1=C(C=C(C=C1)CN1C2CN(C(C1)CC2)CC2=CC=NC=C2)C)(F)F